BrC1=CC2=C(N=C(S2)N)C=C1 6-bromobenzo[d]thiazole-2-amine